N1(N=CC=C1)C1=CC(=NC=N1)OCC=1C(=NOC1C1=CC=C(C(=N1)C)N1C[C@H](CC(C1)(F)F)CC(=O)O)C (S)-2-(1-(6-(4-(((6-(1H-pyrazol-1-yl)pyrimidin-4-yl)oxy)methyl)-3-methylisoxazol-5-yl)-2-methylpyridin-3-yl)-5,5-difluoropiperidin-3-yl)acetic acid